FC1(CC(CC1)N1C=CN=C2C(NC(N=C12)(N)O)=O)F 8-(3,3-difluorocyclopentyl)-2-hydroxypterin